N-[4-[8-amino-3-(trideuteriomethyl)-5-(trifluoromethyl)imidazo[1,5-a]pyrazin-1-yl]-3-fluoro-phenyl]-2-[3-fluoro-5-(trifluoromethyl)phenyl]-2-hydroxy-acetamide NC=1C=2N(C(=CN1)C(F)(F)F)C(=NC2C2=C(C=C(C=C2)NC(C(O)C2=CC(=CC(=C2)C(F)(F)F)F)=O)F)C([2H])([2H])[2H]